N-cyclopentyl-5-(2-((5-(piperazin-1-yl)pyridin-2-yl)amino)pyrimidin-4-yl)-4-(trifluoromethyl)thiazol-2-amine C1(CCCC1)NC=1SC(=C(N1)C(F)(F)F)C1=NC(=NC=C1)NC1=NC=C(C=C1)N1CCNCC1